(3,6-diacetyl-9H-carbazol-9-yl)-2-(1,3-dioxoisoindolin-2-yl)propionic acid C(C)(=O)C=1C=CC=2N(C3=CC=C(C=C3C2C1)C(C)=O)C(C(=O)O)(C)N1C(C2=CC=CC=C2C1=O)=O